methyl 4-(benzyloxy)-3,5-dihydroxybenzoate C(C1=CC=CC=C1)OC1=C(C=C(C(=O)OC)C=C1O)O